4-amino-N-methyl-N-((3R)-6-(methyl-sulfonyl)-2,3-dihydro-1-benzo-furan-3-yl)-1,3-dihydrofuro[3,4-c]-quinoline-8-carboxamide NC1=NC=2C=CC(=CC2C2=C1COC2)C(=O)N([C@H]2COC1=C2C=CC(=C1)S(=O)(=O)C)C